[N+](#[C-])CCCCCCCC(=O)OCC(CCCCCC)CCCC 2-butyloctyl 8-isocyanooctanoate